1-aminopropyl-3-methylimidazole L-alanine salt N[C@@H](C)C(=O)O.NC(CC)C1=NC=CN1C